4-(3-(Amino-1H-indazol-5-yl)pyridin-2-yl)-2-(4-fluorophenyl)acetamide NN1N=CC2=CC(=CC=C12)C=1C(=NC=CC1)C1(CC=C(C=C1)CC(=O)N)F